8-isopropyl-5-oxo-5,6-dihydropyrido[2,3-d]pyridazine-2-carboxylic acid C(C)(C)C1=NNC(C2=C1N=C(C=C2)C(=O)O)=O